O=C1OC(CC2=C1C=CS2)CC(=O)O 2-(4-Oxo-6,7-dihydro-4H-thieno[3,2-c]pyran-6-yl)acetic acid